CC(CCN(C1CCC(CC1)NC(=O)C1=NNC(=C1C(C)C)C=1C=C(C=2N(C1)N=CN2)C)CCC(C)(C)C)(C)C N-((1r,4r)-4-(bis(3,3-dimethylbutyl)amino)cyclohexyl)-4-isopropyl-5-(8-methyl-[1,2,4]triazolo[1,5-a]pyridin-6-yl)-1H-pyrazole-3-carboxamide